4-(3-nitro-5-(trifluoromethyl)pyridin-2-yl)piperazine-1-carboxylic acid tert-butyl ester C(C)(C)(C)OC(=O)N1CCN(CC1)C1=NC=C(C=C1[N+](=O)[O-])C(F)(F)F